OC(C[C@H](N)C(=O)[O-])C(=O)[O-] 4-hydroxy-L-glutamate